N4-phenylbiphenyl-2,4-diamine C1(=CC=CC=C1)NC=1C=C(C(=CC1)C1=CC=CC=C1)N